2-(N-(1-(1-([1,1'-biphenyl]-2-yl)ethyl)piperidin-4-yl)methylsulfonamido)-N-(2-oxo-2-(prop-2-yn-1-ylamino)ethyl)acetamide C1(=C(C=CC=C1)C(C)N1CCC(CC1)N(S(=O)(=O)C)CC(=O)NCC(NCC#C)=O)C1=CC=CC=C1